(3-bromo-4-fluorophenyl)-N'-hydroxy-4-((2-methoxyethyl)amino)-1,2,5-oxadiazole BrC=1C=C(C=CC1F)C=1NON(C1NCCOC)O